ClC=1C=C(C(=NC1)N1CC(N(C2(CN(C2)C2=NC=C(C=C2)F)C1=O)CC1=CC=C(C=C1)Cl)=O)C 8-(5-chloro-3-methyl-pyridin-2-yl)-5-(4-chloro-benzyl)-2-(5-fluoropyridin-2-yl)-2,5,8-triazaspiro[3.5]-nonane-6,9-dione